NC=1C=CC(=C(C(=O)NCC(=O)NCC(=O)O)C1)CCC(=O)OC (5-amino-2-(3-methoxy-3-oxopropyl)benzoyl)glycylglycine